2-{[7-amino-4-(2-aminopyrimidin-5-yl)-1-oxo-2,3-dihydro-1H-isoindol-2-yl]methyl}prop-2-enenitrile NC=1C=CC(=C2CN(C(C12)=O)CC(C#N)=C)C=1C=NC(=NC1)N